C(=O)NC1=C(C(=O)O)C=CC=C1 2-(formamido)benzoic acid